C1(CC1)C1=C2C(N(C(NC2=C(C(=C1)CN1CCN(CC1)C=1C(=NC(=CC1)C)C(=O)NC)F)=O)CC)=O (4-((5-cyclopropyl-3-ethyl-8-fluoro-2,4-dioxo-1,2,3,4-tetrahydroquinazolin-7-yl)methyl)piperazin-1-yl)-N,6-dimethylpyridineamide